C(CCCCCCCCCCCCCCCCCCCCCCCCCCCCCCCCCCCCCC)(=O)OCCCCCCCCCCCCCCCC hexadecan-1-yl nonatriacontanoate